COC1=CC=C(CN2C(OCC2COCC2=C(C(=O)O)C=CC(=N2)C(F)(F)F)=O)C=C1 2-(((3-(4-Methoxybenzyl)-2-oxooxazolidin-4-yl)methoxy)methyl)-6-(trifluoromethyl)nicotinic acid